OCC[NH+](CCO)CCO tri(2-hydroxyethyl)ammonium